3-chloro-6-(hydroxymethyl)imidazo[1,2-a]pyridine-8-carboxylic acid methyl ester COC(=O)C=1C=2N(C=C(C1)CO)C(=CN2)Cl